Sodium {[6-(azetidin-1-yl)-4-fluoro-1-benzofuran-2-yl]carbonyl}([biphenyl]-2-ylsulfonyl)azanide N1(CCC1)C1=CC2=C(C=C(O2)C(=O)[N-]S(=O)(=O)C2=C(C=CC=C2)C2=CC=CC=C2)C(=C1)F.[Na+]